deazapurin C1=CN=C2N=CNC2=C1